ClC1=CC(=C(C=C1)C1=NC(=NC2=C1N=C(N(C2=O)C)C)N2CC=1C=CC=NC1CC2)F 8-(4-chloro-2-fluoro-phenyl)-6-(7,8-dihydro-5H-1,6-naphthyridin-6-yl)-2,3-dimethyl-pyrimido[5,4-d]pyrimidin-4-one